3-(4-amino-2-fluorophenyl)-5-(3-methoxy-4-(2-morpholinoethoxy)phenyl)pyridin-2-amine NC1=CC(=C(C=C1)C=1C(=NC=C(C1)C1=CC(=C(C=C1)OCCN1CCOCC1)OC)N)F